COC(=O)C=1C=NC(=CC1)N1N=C(C=C1)N.CC1=CC=2CC3=CC(=CC=C3OC2C=C1)C 2,7-dimethyl-xanthene methyl-6-(3-aminopyrazol-1-yl)pyridine-3-carboxylate